(S,E)-2-(3-hydroxy-3,7,11-trimethyldodeca-6,10-dien-1-yl)-3,5,6-trimethylcyclohexa-2,5-diene-1,4-dione O[C@](CCC=1C(C(=C(C(C1C)=O)C)C)=O)(CC\C=C(\CCC=C(C)C)/C)C